(2S,4R)-1-(2-methylbenzofuro[3,2-d]pyrimidin-4-yl)4-(2-oxo-2-(pyridin-4-ylamino)ethyl)pyrrolidine-2-carboxylic acid CC=1N=C(C2=C(N1)C1=C(O2)C=CC=C1)N1[C@@H](C[C@@H](C1)CC(NC1=CC=NC=C1)=O)C(=O)O